2-[5-bromo-3-(ethylsulfonyl)pyridin-2-yl]-5-cyclopropyl-3-methyl-6-(trifluoromethyl)imidazo[4,5-c]pyridin-4-one BrC=1C=C(C(=NC1)C1=NC2=C(C(N(C(=C2)C(F)(F)F)C2CC2)=O)N1C)S(=O)(=O)CC